1-(3-(methoxymethyl)pyridin-2-yl)-1H-indole-5-carboxylic acid COCC=1C(=NC=CC1)N1C=CC2=CC(=CC=C12)C(=O)O